[N+](=O)([O-])C=1C=C(C=C2C=C(NC12)C1=CC=CC=C1)COCCOCC(CC)(CC)O 3-((2-((7-nitro-2-phenyl-1H-indol-5-yl)methoxy)ethoxy)methyl)pentan-3-ol